7-([1,1'-biphenyl]-4-ylthio)heptylacrylic acid C1(=CC=C(C=C1)SCCCCCCCC(C(=O)O)=C)C1=CC=CC=C1